3-((2-(4-(tert-butoxycarbonyl)piperidin-1-yl)pyrimidin-5-yl)amino)propionic acid C(C)(C)(C)OC(=O)C1CCN(CC1)C1=NC=C(C=N1)NCCC(=O)O